CC(=O)N[C@@H]1[C@H]([C@@H]([C@H](OC1O)CO)O)O[C@H]2[C@@H]([C@H]([C@H]([C@H](O2)CO)O)O)O The molecule is an amino disaccharide consisting of beta-D-galactose linked via a (1->3)-glycosidic bond to N-acetyl-D-glucosamine. It has a role as an epitope. It is an amino disaccharide and a glucosamine oligosaccharide.